NC=1C=2N(C=CN1)C(=CN2)C=2C=C(C=CC2C)S(=O)(=O)N[C@@H]2CC[C@H](CC2)NC(OC(C)(C)C)=O tert-butyl [trans-4-({[3-(8-aminoimidazo[1,2-a]pyrazin-3-yl)-4-methylphenyl]sulfonyl}amino)cyclohexyl]carbamate